diethyl-(2,6-di-t-butylphenoxy)aluminum C(C)[Al](OC1=C(C=CC=C1C(C)(C)C)C(C)(C)C)CC